2,5-diethoxyterephthalamide C(C)OC1=C(C(=O)N)C=C(C(=C1)C(=O)N)OCC